C(C1=CC=CC=C1)N1C2(CC2)CCC1=O 4-benzyl-4-azaspiro[2.4]heptan-5-one